CC1=NC(=NC(=C1)C)S(=O)(=O)C 4,6-dimethyl-2-methylsulfonylpyrimidine